4-(methacryloyloxy)butyltrimethylammonium bromide [Br-].C(C(=C)C)(=O)OCCCC[N+](C)(C)C